O=C1N(C(C2=CC=CC=C12)=O)CC(=O)O.CC1CN(CCN1C)C1=C(C=C(C(=C1)F)C=1C=NC(=NC1)N1CCOCC1)NC(C1=CC=CC=C1)=O N-(2-(3,4-dimethylpiperazin-1-yl)-4-fluoro-5-(2-morpholinopyrimidin-5-yl)phenyl)benzamide 1,3-dioxoisoindoline-2-acetate